2-(tert-butoxycarbonyl)-6-thia-2-azaspiro[3.4]octane-8-carboxylic acid 6,6-dioxide C(C)(C)(C)OC(=O)N1CC2(C1)CS(CC2C(=O)O)(=O)=O